5-(4-(4-(3-acetyloxirane-2-carbonyl)piperazin-1-yl)quinazolin-6-yl)-2-methoxypyridine C(C)(=O)C1C(O1)C(=O)N1CCN(CC1)C1=NC=NC2=CC=C(C=C12)C=1C=CC(=NC1)OC